[6-(5-cyclopropyl-4H-1,2,4-triazol-3-yl)-2-azaspiro[3.3]heptan-2-yl]-[6-[[2-(trifluoromethyl)pyrimidin-5-yl]methyl]-2,6-diazaspiro[3.3]heptan-2-yl]methanone C1(CC1)C=1NC(=NN1)C1CC2(CN(C2)C(=O)N2CC3(C2)CN(C3)CC=3C=NC(=NC3)C(F)(F)F)C1